C(C1=CC=CC=C1)NC1=NC=C(C(=O)O)C=C1 6-(benzylamino)nicotinic acid